NC1=C(C(=NN1)C)C#N 5-amino-3-methyl-1H-pyrazole-4-carbonitrile